2-(N-hexadecanoylamino)-4-nitrophenol C(CCCCCCCCCCCCCCC)(=O)NC1=C(C=CC(=C1)[N+](=O)[O-])O